(S)-N-(1-(6,7-difluoro-1-oxo-1,2-dihydroisoquinolin-4-yl)ethyl)-N-ethyl-1H-indole-2-carboxamide FC=1C=C2C(=CNC(C2=CC1F)=O)[C@H](C)N(C(=O)C=1NC2=CC=CC=C2C1)CC